C(C)(C)(C)OC(=O)C1=CC=C(C=C1)CCOCCN1N=NC2=C1C=CC(=C2C)C(C)OC(CCC2=CC=C1CCN(CC1=C2)C(=O)OC(C)(C)C)=O tert-Butyl 7-{1-[1-(2-{2-[4-(tert-butoxycarbonyl)phenyl]ethoxy}ethyl)-4-methyl-1H-benzotriazol-5-yl]-ethoxy-3-oxopropyl}-3,4-dihydroisoquinoline-2(1H)-carboxylate